methyl 6-((4-(2-(2-aminopyridin-3-yl)-5-phenyl-3H-imidazo[4,5-b]pyridin-3-yl)-2-fluorophenyl)carbamoyl)spiro[3.3]heptane-2-carboxylate NC1=NC=CC=C1C1=NC=2C(=NC(=CC2)C2=CC=CC=C2)N1C1=CC(=C(C=C1)NC(=O)C1CC2(CC(C2)C(=O)OC)C1)F